N1=CN=C(C=C1)CCS(=O)(=O)[O-] pyrimidin-4-ylmethyl-methanesulfonate